dimethyl-1-(3-methylcyclohexyl)propan CC(CC)(C1CC(CCC1)C)C